3-(4-methoxypyridin-3-yl)azetidine COC1=C(C=NC=C1)C1CNC1